1-{4-[5-(3-Chloro-4-cyclohexyl-phenyl)-[1,2,4]-oxadiazol-3-yl]-benzyl}-4-pyridin-2-ylmethyl-piperidine-4-carboxylic acid ClC=1C=C(C=CC1C1CCCCC1)C1=NC(=NO1)C1=CC=C(CN2CCC(CC2)(C(=O)O)CC2=NC=CC=C2)C=C1